[SH-].[Na+] sodium bisulfide